N1=C(C=CC=2CCCNC12)CCCCCOC1CN(C1)C(C(=O)OCC)C1=C2C(COCC2=CC(=C1)C)(C)C ethyl 2-(3-(5-(5,6,7,8-tetrahydro-1,8-naphthyridin-2-yl)pentyloxy)azetidin-1-yl)-2-(4,4,7-trimethylisochroman-5-yl)acetate